C(C)(C)(C)OC(=O)NC1=NN(C2=CC=C(C=C12)C(=O)O)C 3-[(tert-butoxycarbonyl)amino]-1-methylindazole-5-carboxylic acid